(1S,2S)-2-(5-Chloro-1H-benzo[d]imidazol-2-yl)cyclopropane-1-carboxylic acid ClC1=CC2=C(NC(=N2)[C@@H]2[C@H](C2)C(=O)O)C=C1